(S)-2-((2-(4-cyanophenyl)-propyl)amino)-N-(4-(1-methyl-1H-pyrazol-4-yl)phenyl)-2-phenylacetamide C(#N)C1=CC=C(C=C1)C(CN[C@H](C(=O)NC1=CC=C(C=C1)C=1C=NN(C1)C)C1=CC=CC=C1)C